NC=1C(=CC2=C(N=CO2)C1)F 5-amino-6-fluorobenzo[d]oxazol